rac-(4aS,10bS)-8-(difluoromethoxy)-2,3,4,4a,6,10b-hexahydro-1H-isochromeno[4,3-b]pyridine hydrochloride Cl.FC(OC=1C=CC2=C(C1)CO[C@@H]1[C@H]2NCCC1)F |r|